3-methylhept-4-en-1-ol CC(CCO)C=CCC